2-(3-amino-4-((2-methoxyethoxy)methoxy)phenyl)-6-(4-(trifluoromethoxy)phenyl)-3,4-dihydroisoquinolin-1(2H)-one NC=1C=C(C=CC1OCOCCOC)N1C(C2=CC=C(C=C2CC1)C1=CC=C(C=C1)OC(F)(F)F)=O